C(C)(C)N[C@@H](CO)C(=O)OCC1=CC=CC=C1 benzyl isopropyl-L-serinate